C(CCCCCCCCCCCCCCCCC)(=O)[O-].S(=O)(=O)([O-])[O-].[Al+].[P+2] phosphorus (ii) Aluminum sulfate octadecanoate